N-((5S,8R)-8-(2-chloro-5-fluorophenyl)-5-methyl-3-(methylcarbamoyl)-6-oxo-5,6,7,8-tetrahydroimidazo[1,5-a]pyrazin-1-yl)benzo[d]isothiazole-3-carboxamide ClC1=C(C=C(C=C1)F)[C@@H]1C=2N([C@H](C(N1)=O)C)C(=NC2NC(=O)C2=NSC1=C2C=CC=C1)C(NC)=O